tert-butyl-4-(2-chloro-5-methyl-5H-pyrrolo[2,3-b]pyrazin-6-yl)piperidine-1-carboxylate C(C)(C)(C)OC(=O)N1CCC(CC1)C1=CC=2C(=NC=C(N2)Cl)N1C